COC(=O)C1=CSC=C1NC(CC(C)=O)=O 4-(3-oxobutanoylamino)thiophene-3-carboxylic acid methyl ester